C(C)(=O)[C@H]1CN(CC1)C(=O)OC(C)(C)C tert-butyl (3R)-3-acetylpyrrolidine-1-carboxylate